1-((3-(1-isobutylpiperidin-4-yl)-1H-pyrazol-4-yl)methyl)-N1,N2-dimethylethane-1,2-diamine trifluoroacetate FC(C(=O)O)(F)F.C(C(C)C)N1CCC(CC1)C1=NNC=C1CC(CNC)NC